CN(C1(CCC2(CN(C(N2CC#N)=O)CC2=CC=C(C=C2)OC)CC1)C1=CC=CC=C1)C CIS-2-[8-Dimethylamino-3-[(4-methoxyphenyl)-methyl]-2-oxo-8-phenyl-1,3-diazaspiro[4.5]decan-1-yl]-acetonitrile